COC1=CC=C(C=C1)N(C1=CC=C(C=C1)OC)C1=CC=C(C=C1)OC tris(4-methoxyphenyl)amine